5-(1-(2,6-dichloro-4-(perfluoropropan-2-yl)phenyl)-1H-pyrazol-4-yl)-2-fluoronicotinic acid chloride ClC1=C(C(=CC(=C1)C(C(F)(F)F)(C(F)(F)F)F)Cl)N1N=CC(=C1)C=1C=NC(=C(C(=O)Cl)C1)F